5-(4,4,5,5-tetramethyl-1,3,2-dioxaborolan-2-yl)isoindoline-1,3-dione CC1(OB(OC1(C)C)C=1C=C2C(NC(C2=CC1)=O)=O)C